(Z)-undec-4-en-1-yl methanesulfonate CS(=O)(=O)OCCC\C=C/CCCCCC